(S)-3-(2',5'-dimethoxybiphenyl-3-yl)-3-(3-(4-hydroxy-1,5-dimethyl-2-oxo-1,2-dihydropyridin-3-yl)ureido)propanoic acid COC1=C(C=C(C=C1)OC)C1=CC(=CC=C1)[C@H](CC(=O)O)NC(=O)NC=1C(N(C=C(C1O)C)C)=O